C(=O)(O)C1=CC=C(COCC2=CC=C(O2)C(=O)O)O1 Bis-(5-carboxyfurfuryl) ether